C1(=CC=CC2=CC=CC=C12)N(C1=CC=C(C=C1)C1=CC=C(N(C2=CC=CC=C2)C2=CC=CC3=CC=CC=C23)C=C1)C1=CC=CC=C1 N,N'-dinaphthyl-N,N'-diphenyl-benzidine